2-[2-chloro-4-(methylsulfonyl)-3-[(tetrahydro-2-furanyl)methoxy]benzoyl]-1,3-cyclohexanedione ClC1=C(C(=O)C2C(CCCC2=O)=O)C=CC(=C1OCC1OCCC1)S(=O)(=O)C